1-(4-Fluoro-2-methylphenyl)-3-(6-methoxy-2-(prop-1-en-2-yl)pyridin-3-yl)-7-(trifluoromethyl)-2,3-dihydroquinazolin-4(1H)-one FC1=CC(=C(C=C1)N1CN(C(C2=CC=C(C=C12)C(F)(F)F)=O)C=1C(=NC(=CC1)OC)C(=C)C)C